glycerol choline chloride [Cl-].OCC[N+](C)(C)C.OCC(O)CO